ClC=1C=CC(=C(C1)N1CCC(CC1)C)[N+](=O)[O-] 1-(5-Chloro-2-nitrophenyl)-4-methylpiperidine